tert-Butyl (R)-3-(2-amino-2-oxoethyl)piperidine-1-carboxylate NC(C[C@@H]1CN(CCC1)C(=O)OC(C)(C)C)=O